3-[bis[2-[2-[2-[2-[2-[2-[2-[2-[2-[2-[2-(2-methoxyethoxy)ethoxy]ethoxy]ethoxy]ethoxy]ethoxy]ethoxy]ethoxy]ethoxy]ethoxy]ethoxy]ethyl]amino]phenol COCCOCCOCCOCCOCCOCCOCCOCCOCCOCCOCCOCCN(C=1C=C(C=CC1)O)CCOCCOCCOCCOCCOCCOCCOCCOCCOCCOCCOCCOC